N-tert-Butoxycarbonyl-N-[[2-fluoro-3-methoxy-6-(3-methyl-1,2,4-triazol-1-yl)phenyl]methyl]carbamic acid tert-butyl ester C(C)(C)(C)OC(N(CC1=C(C(=CC=C1N1N=C(N=C1)C)OC)F)C(=O)OC(C)(C)C)=O